CC1=CC=CC(=N1)C1=C(NC=C1)C(=O)OCC ethyl 3-(6-methylpyridin-2-yl)-1H-pyrrole-2-carboxylate